1-[4-(benzoyl)phenyl]-octane-1,2-dione-2-(O-benzoyloxime) C(C1=CC=CC=C1)(=O)ON=C(C(=O)C1=CC=C(C=C1)C(C1=CC=CC=C1)=O)CCCCCC